[Cr](=O)(=O)([O-])O[Cr](=O)(=O)[O-].[NH+]1=CC=CC=C1.C(CN)N.C(CN)N.C(CN)N.[NH+]1=CC=CC=C1 tris(ethylenediamine) Pyridinium dichromate